[N+](=O)([O-])C=1C=NC=CC1 3-nitropyridine